C1(=CC=CC=C1)[S+](=O)(C1=CC(=CC=C1)Cl)C1=CC=CC=C1 diphenyl-(m-chlorophenyl)sulfoxonium